OC=1SC=CN1 2-Oxylthiazole